1-(8-(((6,7-difluoro-1H-benzo[d]imidazol-2-yl)methyl)(4-methoxybenzyl)amino)-3-(trifluoromethyl)imidazo[1,2-b]pyridazin-6-yl)piperidin-4-ol FC=1C=CC2=C(NC(=N2)CN(C=2C=3N(N=C(C2)N2CCC(CC2)O)C(=CN3)C(F)(F)F)CC3=CC=C(C=C3)OC)C1F